triiodobenzene C1=CC(=C(C(=C1)I)I)I